N-(5-(5-amino-1H-pyrazol-1-yl)-1,3,4-thiadiazol-2-yl)-3-methoxy-2-oxo-4-(phenylamino)-2H-pyran-6-carboxamide NC1=CC=NN1C1=NN=C(S1)NC(=O)C1=CC(=C(C(O1)=O)OC)NC1=CC=CC=C1